1,4,7,1-O-tetraazacyclododecane-1-glutaric acid N1(CCNCCNCCCCC1)C(CCC(=O)N)C(=O)O